dimethyl (2-((5-chloro-2-((4-(methylcarbamoyl)phenyl)amino)pyrimidin-4-yl)amino)phenyl)phosphonate ClC=1C(=NC(=NC1)NC1=CC=C(C=C1)C(NC)=O)NC1=C(C=CC=C1)P(OC)(OC)=O